4-(((6-((3,4-dihydroisoquinolin-2(1H)-yl)methyl)-4-oxo-4H-pyran-3-yl)oxy)methyl)-3-fluorobenzonitrile C1N(CCC2=CC=CC=C12)CC1=CC(C(=CO1)OCC1=C(C=C(C#N)C=C1)F)=O